ClC=1N=C(C=2N=C(N(C(C2N1)=O)C)C)C1=C(C=C(C=C1)F)Cl 6-chloro-8-(2-chloro-4-fluorophenyl)-2,3-dimethylpyrimido[5,4-d]pyrimidin-4(3H)-one